6-(6-((E)-2-(5-cyclopropyl-3-(3,5-dichloropyridin-4-yl)isoxazol-4-yl)vinyl)-3-azabicyclo[3.1.0]hex-3-yl)-4-((1s,3s)-3-fluorocyclobutoxy)quinoline-2-carboxylic acid C1(CC1)C1=C(C(=NO1)C1=C(C=NC=C1Cl)Cl)/C=C/C1C2CN(CC12)C=1C=C2C(=CC(=NC2=CC1)C(=O)O)OC1CC(C1)F